6-isopropyl-5-(8-methoxy-[1,2,4]triazolo[1,5-a]pyridin-6-yl)-2-(1,4-dioxaspiro[4.5]dec-8-yl)-4H-pyrrolo[3,2-d]thiazole-4-carboxylic acid tert-butyl ester C(C)(C)(C)OC(=O)N1C(=C(C=2N=C(SC21)C2CCC1(OCCO1)CC2)C(C)C)C=2C=C(C=1N(C2)N=CN1)OC